(3S)-3-cyano-N-(4-cyclopropyl-2-fluoro-phenyl)-N-[2-[(4,4-difluorocyclohexyl)amino]-2-oxo-1-[4-(trifluoromethyl)-3-pyridyl]ethyl]morpholine-4-carboxamide C(#N)[C@@H]1N(CCOC1)C(=O)N(C(C(=O)NC1CCC(CC1)(F)F)C=1C=NC=CC1C(F)(F)F)C1=C(C=C(C=C1)C1CC1)F